CC1=NC(=NC=C1)C(=O)O 4-METHYL-2-PYRIMIDINECARBOXYLIC ACID